7-((1-Acetylpiperidin-4-yl)methoxy)-5-fluoro-2-((((trans)-4-hydroxycyclohexyl)thio)methyl)quinazolin-4(3H)-one C(C)(=O)N1CCC(CC1)COC1=CC(=C2C(NC(=NC2=C1)CS[C@@H]1CC[C@H](CC1)O)=O)F